2-((Phenylseleno)methyl)-3,3a,4,5-tetrahydro-2H-benzo(g)indole C1(=CC=CC=C1)[Se]CC1N=C2C3=C(CCC2C1)C=CC=C3